tert-butyl (3-((2-(4-chlorophenyl)-2-oxoethyl)amino)bicyclo[1.1.1]pentan-1-yl)carbamate ClC1=CC=C(C=C1)C(CNC12CC(C1)(C2)NC(OC(C)(C)C)=O)=O